(S)-1-(6-Oxo-5-(trifluoromethyl)-1,6-dihydropyridin-3-yl)propan-2-yl 4-(5-(trifluoromethyl)pyridin-2-yl)piperidine-1-carboxylate FC(C=1C=CC(=NC1)C1CCN(CC1)C(=O)O[C@H](CC1=CNC(C(=C1)C(F)(F)F)=O)C)(F)F